Cl.CN1N=C(C2=CC=C(C=C12)N1C2(CC2)CNCC1)[C@@H]1C(NC(CC1)=O)=O |r| (±)-3-(1-methyl-6-(4,7-diazaspiro[2.5]octan-4-yl)-1H-indazol-3-yl)piperidine-2,6-dione hydrochloride